ClC1=C(C=CC=C1Cl)SC=1N=C2N(C(=NC=C2)N2CCC3(CCCN3)CC2)C1 ((2,3-dichlorophenyl)thio)-5-(1,8-diazaspiro[4.5]decan-8-yl)imidazo[1,2-c]pyrimidine